4-fluoro-N-[4-fluoro-5-(2-morpholin-4-ylpyrimidin-5-yl)-2-[(3R,5S)-3,4,5-trimethylpiperazin-1-yl]phenyl]benzamide FC1=CC=C(C(=O)NC2=C(C=C(C(=C2)C=2C=NC(=NC2)N2CCOCC2)F)N2C[C@H](N([C@H](C2)C)C)C)C=C1